(S)-N-((S)-2-(dimethylamino)-3-(4-methyl-1H-indazol-5-yl)propyl)-3-phenylbutyramide CN([C@H](CNC(C[C@H](C)C1=CC=CC=C1)=O)CC=1C(=C2C=NNC2=CC1)C)C